Cl.OC[C@H]1OC[C@H]([C@H]([C@H]1O)O)N1CCOCC1 (2R,3R,4R,5R)-2-(hydroxymethyl)-5-morpholinotetrahydro-2H-pyran-3,4-diol hydrochloride